N1=CC=C(C=C1)C1=NN2C(N=C(C=C2N2CCOCC2)[Sn](C)(C)C)=C1 4-(2-(pyridin-4-yl)-5-(trimethylstannyl)pyrazolo[1,5-a]pyrimidin-7-yl)morpholine